C(#N)C=1N=C(C2=C(N1)N(C=C2)[C@H]2[C@@H]([C@@H]([C@H](O2)COCP(O)(O)=O)O)O)N[C@H](C)C2=CC=C(C=C2)C(F)(F)F [(2R,3S,4R,5R)-5-[2-cyano-4-[[(1R)-1-[4-(trifluoromethyl)-phenyl]ethyl]amino]-pyrrolo[2,3-d]-pyrimidin-7-yl]-3,4-dihydroxy-tetrahydro-furan-2-yl]methoxy-methylphosphonic acid